C1(=CC=CC=C1)C1=CC2=C(SC3=C2C=CC=C3)C=C1 2-phenyldibenzo[b,d]Thiophene